NC1=NN2C(N=C(C=C2)C=2C=C3CN(C(C3=C(C2)OC(F)(F)F)=O)[C@@H](C)C2CC2)=C1C(=O)N[C@H]1C[C@@H](CC1)O 2-amino-5-{2-[(1S)-1-cyclopropylethyl]-1-oxo-7-(trifluoromethoxy)-2,3-dihydro-1H-isoindol-5-yl}-N-[(1R,3R)-3-hydroxycyclopentyl]pyrazolo[1,5-a]pyrimidine-3-carboxamide